(2S,5R)-2-(4-bromo-2-fluorobenzyl)-5-isopropyl-3,6-dimethoxy-2,5-dihydropyrazine BrC1=CC(=C(C[C@@H]2N=C([C@H](N=C2OC)C(C)C)OC)C=C1)F